2,5-Dioxopyrrolidin-1-yl 4-azidobenzoate N(=[N+]=[N-])C1=CC=C(C(=O)ON2C(CCC2=O)=O)C=C1